N1=C(C=NC=C1)NC(=S)NC(OCC)=O Ethyl N-[(Pyrazin-2-yl)carbamothioyl]carbamate